4-cyclopropyl-2-(1-methyl-5-(((tetrahydro-2H-pyran-2-yl)oxy)methyl)-1H-1,2,3-triazol-4-yl)pyrimidin-5-ol C1(CC1)C1=NC(=NC=C1O)C=1N=NN(C1COC1OCCCC1)C